β-methylbutene CC(=C)CC